C1(=CC=CC=C1)N(C1=CC2=C(C3=C(O2)C=CC(=C3)O)C=C1)C1=CC=CC=C1 7-(diphenylamino)dibenzo[b,d]furan-2-ol